N-[(1S,2S)-2-Hydroxycyclohexyl]-4-[4-(6-methylcarbamoylphenyl)-pyridin-3-yl-methyl]-pyrrolo[1,2-b]pyridazine-2-carboxamide O[C@@H]1[C@H](CCCC1)NC(=O)C=1C=C(C=2N(N1)C=CC2)CC=2C=NC=CC2C2=CC=CC=C2C(NC)=O